[[2-[(2R,5S)-2-(2-methoxy-4-pyridyl)-5-methyl-1-piperidyl]-2-oxo-acetyl]amino]pyridine-3-carboxamide COC1=NC=CC(=C1)[C@@H]1N(C[C@H](CC1)C)C(C(=O)NC1=NC=CC=C1C(=O)N)=O